3-(Benzo[d][1,3]dioxole-5-carbonyl)-6-chloro-N-(3-(dimethylamino)propyl)-4-oxo-4H-chromene-2-carboxamide O1COC2=C1C=CC(=C2)C(=O)C2=C(OC1=CC=C(C=C1C2=O)Cl)C(=O)NCCCN(C)C